CC1=C(C(CCC1)(C)C)/C=C/C(=C/C=C/C(=C/C=C/C=C(\\C)/C=C/C=C(\\C)/C=O)/C)/C The molecule is an apo carotenoid triterpenoid compound arising from oxidative degradation of the beta,beta-carotene skeleton at the 8'-position. It is an enal and an apo carotenoid triterpenoid.